FC1=C(C(=CC(=C1)C1=NC(=CC(=N1)C)OCCC)F)N1CC(CC1)CC(=O)O {1-[2,6-difluoro-4-(4-methyl-6-propoxy-pyrimidin-2-yl)-phenyl]-pyrrolidin-3-yl}-acetic acid